(-)-2-[3-(trifluoromethyl)phenyl]-2-{[4-({[(3,3,3-trifluoropropyl)carbamoyl]amino}methyl)-1H-1,3-benzodiazol-2-yl]amino}propyl 2,2-dimethylpropanoate CC(C(=O)OCC(C)(NC1=NC2=C(N1)C=CC=C2CNC(NCCC(F)(F)F)=O)C2=CC(=CC=C2)C(F)(F)F)(C)C